O1CCNCC12CCN(CC2)C(=O)O[C@H]2CN(C[C@@H]2CO)C2=NC(=NC(=C2)C2=CC=C(C=C2)Cl)C=2C=NC=CC2 (3R,4R)-1-(6-(4-chlorophenyl)-2-(pyridin-3-yl)pyrimidin-4-yl)-4-(hydroxymethyl)pyrrolidin-3-ol 1-oxa-4,9-diazaspiro[5.5]undecane-9-carboxylate